C(C)(=O)C1=C(NC2=C(C=CC(=C2C1=O)Cl)Br)S(=O)CC=1C=NC=CC1 3-acetyl-8-bromo-5-chloro-2-((pyridin-3-ylmethyl)sulfinyl)quinolin-4(1H)-one